1-(3,4-dimethoxyphenyl)-2-phenylethane-1,2-dione COC=1C=C(C=CC1OC)C(C(=O)C1=CC=CC=C1)=O